CCCCCCCCCCCCCCC(C(=O)N[C@@H](CO[C@H]1[C@@H]([C@H]([C@@H]([C@H](O1)CO)O)O)O)[C@@H]([C@@H](CCCCCCCCCCC(C)C)O)O)O The molecule is an N-acyl-1-O-beta-D-glucosyl-4-hydroxy-15-methylhexadecasphinganine in which the acyl group has 16 carbons and 0 double bonds and is 2-hydroxylated. It derives from a 15-methylhexadecaphytosphingosine.